N1C(=CC2=CC=CC=C12)CNCC(=O)O 2-{[(1H-indol-2-yl)methyl]amino}acetic acid